COC(C1=C(C(=CC(=C1)C1(CCCC1)C#N)Br)OC)=O.COC1=C(C(=CC(=C1C)OCOC)OCOC)C(CCC)=O 1-(2-Methoxy-4,6-bis(methoxymethoxy)-3-methylphenyl)butan-1-one methyl-3-bromo-5-(1-cyanocyclopentyl)-2-methoxybenzoate